5-chloro-2-cyanopyridin-3-yl 3-[4-(2-aminothiazol-4-yl)-1H-1,2,3-triazol-1-yl]-3-deoxy-2-O-methyl-1-thio-alpha-D-galactopyranoside NC=1SC=C(N1)C=1N=NN(C1)[C@@H]1[C@H]([C@@H](SC=2C(=NC=C(C2)Cl)C#N)O[C@@H]([C@@H]1O)CO)OC